C(C)OC(=O)C1CN(CCC1)C methylpiperidine-3-carboxylic acid ethyl ester